S1C(=CC2=C1C=CC=C2)C2=NC=CC=C2[Ir](C=2C(=NC=CC2)C=2SC1=C(C2)C=CC=C1)C=1C(=NC=CC1)C=1SC2=C(C1)C=CC=C2 tris{2-(2-benzothienyl)pyridyl}iridium